(E)-4-(4-(phenylethynyl)styryl)pyridine C1(=CC=CC=C1)C#CC1=CC=C(/C=C/C2=CC=NC=C2)C=C1